OC1=C(C(=O)NCC)C=C(C=C1)O 2,5-dihydroxy-N-ethylbenzamide